FC1(CN(CC1)C=1C=C(C(=NC1)C)NC(C1=NC(=CC=C1)C=1C=NN(C1)C)=O)F N-(5-(3,3-difluoropyrrolidin-1-yl)-2-methylpyridin-3-yl)-6-(1-methyl-1H-pyrazol-4-yl)picolinamide